ClC1=C(C=CC=C1)C=1N=C(NC1)CC=1SC=CC1 4-(2-Chlorophenyl)-2-(2-thienylmethyl)imidazole